C=1(C(=CC=CC1)B(O)O)C1=CC=CC=C1 ortho-biphenylboronic acid